2-oxohepta-4-ene-1,7-dioate O=C(C(=O)[O-])CC=CCC(=O)[O-]